[Br-].FC(C=1C=C(C=CC1)[Zn+])(F)F (3-(trifluoromethyl)phenyl)zinc (II) bromide